CC1(C2CC(C(C1C)C2)C2C(CCCC2)O)C 2-(5,5,6-trimethylbicyclo[2.2.1]hept-2-yl)-1-cyclohexanol